S(=O)(=O)([O-])[O-].[Mg+2].[Mn+2].[Zn+2].S(=O)(=O)([O-])[O-].S(=O)(=O)([O-])[O-] zinc manganese magnesium sulfate